hexadecanoylperoxide C(CCCCCCCCCCCCCCC)(=O)OOC(CCCCCCCCCCCCCCC)=O